5'-(4-fluorophenyl)-3'-isopropyl-N-(4-(6-methyl-3,6-diazabicyclo[3.1.1]heptan-3-yl)phenyl)-1H,3'H-[2,4'-biimidazole]-4-carboxamide FC1=CC=C(C=C1)C1=C(N(C=N1)C(C)C)C=1NC=C(N1)C(=O)NC1=CC=C(C=C1)N1CC2N(C(C1)C2)C